[Mg+2].C(C(=C)C)(=O)[O-].C(C(=C)C)(=O)[O-] methacrylic acid magnesium salt